ClC1=C(C=NC=C1C=1C=C2CCC(N(C2=CC1)C)=O)[C@@H](C)NC(=O)C1=NC=CC=C1Cl |o1:19| 3-Chloro-pyridine-2-carboxylic acid {(R or S)-1-[4-chloro-5-(1-methyl-2-oxo-1,2,3,4-tetrahydro-quinolin-6-yl)-pyridin-3-yl]-ethyl}-amide